S-(2-(((benzyloxy) carbonyl) amino)-2-methylpropyl) ethanethioate C(C)(SCC(C)(C)NC(=O)OCC1=CC=CC=C1)=O